OC(C)C1=CN=CC(=N1)C=1C(=C2COC(C2=CC1)=O)C 5-(6-(1-hydroxyethyl)pyrazin-2-yl)-4-methyl-isobenzofuran-1(3H)-one